ethoxy-5-methylsulfonyl-6-[1-methyl-5-(trifluoromethyl)benzimidazol-2-yl]pyridine-2-carboxamide C(C)OC=1C(=NC(=C(C1)S(=O)(=O)C)C1=NC2=C(N1C)C=CC(=C2)C(F)(F)F)C(=O)N